Racemic-1-[3-fluoro-4-[1-methyl-4-(trifluoromethyl)imidazol-2-yl]phenyl]ethanol FC=1C=C(C=CC1C=1N(C=C(N1)C(F)(F)F)C)[C@@H](C)O |r|